FC(CC(N1N=CC2=CC(=CC=C12)C1=CC=C(C=C1)C(F)(F)F)C1=CC=C(C(=O)O)C=C1)(C)C 4-(3-fluoro-3-methyl-1-(5-(4-(trifluoromethyl)phenyl)-1H-indazol-1-yl)butyl)benzoic acid